ClC1=CC(=C(C=C1C=1C=NC=C(C1)F)NC(=O)N1[C@H]2C[C@@H](C[C@@]1(C2)C=2OC(=NN2)C)C)F (1R,3S,5S)-N-(4-chloro-2-fluoro-5-(5-fluoropyridin-3-yl)phenyl)-3-methyl-1-(5-methyl-1,3,4-oxadiazol-2-yl)-6-azabicyclo[3.1.1]heptane-6-carboxamide